ClC=1C(=NC=CC1C1=C(C(=CC=C1)C1=NC(=C(C=C1)CN1CC2(C1)NC(CC2)=O)OC)Cl)C=2C=NC(=C(C2)OC)CN2CC1(C2)NC(CC1)=O 2-((3-chloro-4-(2-chloro-3-(6-methoxy-5-((6-oxo-2,5-diazaspiro[3.4]octan-2-yl)methyl)pyridin-2-yl)phenyl)-5'-methoxy-[2,3'-bipyridin]-6'-yl)methyl)-2,5-diazaspiro[3.4]octan-6-one